3-((7-(6-chloro-1-(pyrrolidin-3-yl)-1,2,3,4-tetrahydroquinolin-8-yl)thieno[3,2-b]pyridin-2-yl)methyl)oxazolidine-2,4-dione, formic acid salt C(=O)O.ClC=1C=C2CCCN(C2=C(C1)C1=C2C(=NC=C1)C=C(S2)CN2C(OCC2=O)=O)C2CNCC2